BrC=1C(=C(C=CC1F)S(=O)(=O)N(C(OC(C)(C)C)=O)C1=NOC=C1)F tert-butyl ((3-bromo-2,4-difluorophenyl)sulfonyl)(isoxazol-3-yl)carbamate